CC1C=CC(C1)CC(=O)OC(C)C isopropyl (4-methyl-2-cyclopentenyl)acetate